(2S,12R,12aS)-2,3,5,6,12,12a-hexahydro-1H-2,12-methanobenzofuro[2,3-d]pyrrolo[1,2-a]azepin-8-ol C1[C@H]2CN3[C@@H]1[C@H](C1=C(CC3)C3=C(O1)C=CC(=C3)O)C2